1-(3'-(dimethylamino)-2-(trifluoromethyl)-[1,1'-biphenyl]-4-yl)-1H-naphthalen CN(C=1C=C(C=CC1)C1=C(C=C(C=C1)C1CC=CC2=CC=CC=C12)C(F)(F)F)C